(S)-4-(2-oxopyrrolidin-1-yl)-3-(4-methylphenyl)-N-((R)-1-(3-methyl-1,2,4-oxadiazol-5-yl)ethyl)-4,5-dihydro-1H-pyrazol-1-carboxamide O=C1N(CCC1)[C@@H]1C(=NN(C1)C(=O)N[C@H](C)C1=NC(=NO1)C)C1=CC=C(C=C1)C